(2-((5-chloro-2-((4-(2-(dimethylamino)-7-azaspiro[3.5]non-7-yl)-5-ethyl-2-methoxyphenyl)amino)pyrimidin-4-yl)amino)-4,6-dimethylphenyl)dimethylphosphine oxide ClC=1C(=NC(=NC1)NC1=C(C=C(C(=C1)CC)N1CCC2(CC(C2)N(C)C)CC1)OC)NC1=C(C(=CC(=C1)C)C)P(C)(C)=O